FC1(C[C@](CC1)(C)CN1N=CC(=C1)C=1C(=NC(=CC1)C)C1=CC=C2C=C(N=NC2=C1)OC)F |o1:3| (R or S)-7-(3-(1-((3,3-difluoro-1-methylcyclopentyl)methyl)-1H-pyrazol-4-yl)-6-methylpyridin-2-yl)-3-methoxycinnoline